O[C@H]1C[C@H]2[C@@H]3CCC([C@@]3(C)CC[C@@H]2[C@]2(CCCCC12)C)=O 6alpha-hydroxyandrostan-17-on